(S)-N'-((1,2,3,5,6,7-hexahydro-s-indacen-4-yl)carbamoyl)-4-(2-hydroxypropan-2-yl)thiazole-2-sulfonimidamide C1CCC2=C(C=3CCCC3C=C12)NC(=O)N=[S@@](=O)(N)C=1SC=C(N1)C(C)(C)O